C(C)(C)(C)OC(=O)N[C@H]1CO[C@H]2[C@@H]1OC[C@@H]2NC(CNC([C@H](CC2=CC=CC=C2)NC(OCC2C1=CC=CC=C1C=1C=CC=CC21)=O)=O)=O (9H-fluoren-9-yl)methyl ((S)-1-((2-(((3S,3aR,6S,6aR)-6-((tert-butoxycarbonyl)amino)hexahydrofuro[3,2-b]furan-3-yl)amino)-2-oxoethyl)amino)-1-oxo-3-phenylpropan-2-yl)carbamate